C12NCC(C1)(C2)N2C=C1C(=NN(C(C1=CC2=O)=O)C)N[C@H](C)C2=C(C(=CC=C2)C(F)F)F (R)-6-(2-azabicyclo[2.1.1]hexan-4-yl)-4-((1-(3-(difluoromethyl)-2-fluorophenyl)ethyl)amino)-2-methyl-2,6-dihydropyrido[3,4-d]pyridazine-1,7-dione